N-((2,3-difluorobenzyl)(methyl)(oxo)-λ6-sulfaneylidene)-4-(5-(trifluoromethyl)-1,2,4-oxadiazol-3-yl)benzamide FC1=C(CS(=NC(C2=CC=C(C=C2)C2=NOC(=N2)C(F)(F)F)=O)(=O)C)C=CC=C1F